tert-Butyl ((3R,4S)-1-(7-(5-chloro-2-methyl-1-oxo-1,2-dihydroisoquinolin-6-yl)-5-((2-(trimethylsilyl)ethoxy)methyl)-5H-pyrrolo[2,3-b]pyrazin-3-yl)-3-fluoropiperidin-4-yl)carbamate ClC1=C2C=CN(C(C2=CC=C1C1=CN(C2=NC(=CN=C21)N2C[C@H]([C@H](CC2)NC(OC(C)(C)C)=O)F)COCC[Si](C)(C)C)=O)C